N-(6-METHOXY-1-METHYL-1H-INDAZOL-7-YL)-1-(4-(3-METHOXYOXETAN-3-YL)PYRIDIN-2-YL)-1H-PYRAZOLE-4-SULFONAMIDE COC1=CC=C2C=NN(C2=C1NS(=O)(=O)C=1C=NN(C1)C1=NC=CC(=C1)C1(COC1)OC)C